3-((tert-Butyldimethylsilanyloxy)propyl)-3-(2,6-dichloro-3,5-dimethoxyphenyl)-7-((2-methyl-6-nitrophenyl)amino)-1,6-naphthyridine-2(1H)-aldehyde [Si](C)(C)(C(C)(C)C)OCCCC1(C(NC2=CC(=NC=C2C1)NC1=C(C=CC=C1[N+](=O)[O-])C)C=O)C1=C(C(=CC(=C1Cl)OC)OC)Cl